tert-butyl 3-(1-methyl-1H-pyrazol-4-yl)piperazine-1-carboxylate CN1N=CC(=C1)C1CN(CCN1)C(=O)OC(C)(C)C